m-methoxybenzoyl chloride COC=1C=C(C(=O)Cl)C=CC1